C(CCCCCCCCCCCCCCC)(=O)OCCCCCCCCCCCCCCCCCCCC icosanyl palmitate